N-(2-hydroxyhexadecanoyl)-4R-hydroxyeicosasphinganine OC(C(=O)N[C@H](CO)[C@H](O)C(CCCCCCCCCCCCCCCC)O)CCCCCCCCCCCCCC